4-butyl-N,N-diphenylaniline C(CCC)C1=CC=C(N(C2=CC=CC=C2)C2=CC=CC=C2)C=C1